(S)-N-(1-(2-chloro-3-(diethylcarbamoyl)phenyl)-1,4,5,7-tetrahydropyrano[3,4-c]pyrazol-4-yl)-5,6,7,8-tetrahydroimidazo[1,5-a]pyridine-1-carboxamide ClC1=C(C=CC=C1C(N(CC)CC)=O)N1N=CC2=C1COC[C@H]2NC(=O)C=2N=CN1C2CCCC1